COC1=NC=C(C=C1N1CCNCC1)B1OC(C(O1)(C)C)(C)C 4-(2-methoxy-5-(4,4,5,5-tetramethyl-1,3,2-dioxaborolan-2-yl)pyridin-3-yl)piperazine